N-((1-methyl-4-(4-(trifluoromethoxy)phenyl)-4,5,6,7-tetrahydro-1H-pyrazolo[4,3-b]pyridin-6-yl)methyl)acrylamide CN1N=CC=2N(CC(CC21)CNC(C=C)=O)C2=CC=C(C=C2)OC(F)(F)F